4-Amino-1,3-butanediol NCC(CCO)O